N-(4-hexyloxyphenyl)-7-methoxycoumarin-3-formamide C(CCCCC)OC1=CC=C(C=C1)NC(=O)C=1C(OC2=CC(=CC=C2C1)OC)=O